2-{[(2S,4S)-4-({6-[(4-chloro-2-fluorophenoxy)methyl]pyridin-2-yl}oxy)-2-methylpiperidin-1-yl]methyl}-1-{[(2S)-oxetan-2-yl]methyl}-1H-1,3-benzodiazole-6-carboxylic acid ClC1=CC(=C(OCC2=CC=CC(=N2)O[C@@H]2C[C@@H](N(CC2)CC2=NC3=C(N2C[C@H]2OCC2)C=C(C=C3)C(=O)O)C)C=C1)F